COC1=C(CC(NBr)C)C=C(C=C1)OC 2,5-dimethoxybromoamphetamine